ClC1=CC(=C(N=N1)N)N1CCCC1 6-chloro-4-(pyrrolidin-1-yl)pyridazin-3-amine